(S)-5-chloro-2-(3,5-dichlorophenyl)-2-vinylindoline ClC=1C=C2C[C@](NC2=CC1)(C=C)C1=CC(=CC(=C1)Cl)Cl